C12CC(CC2C1)OC1=C(C=C(C=C1F)NC(=O)C=1N=C(OC1CC)N1CC(C1)(CC)CC)F N-(4-(cis-bicyclo[3.1.0]hexan-3-yloxy)-3,5-difluorophenyl)-2-(3,3-diethylazetidin-1-yl)-5-ethyloxazole-4-carboxamide